3-(benzo[b]thiophen-2-ylmethoxy)-4-bromothiophene-2-carboxylic acid methyl ester COC(=O)C=1SC=C(C1OCC1=CC2=C(S1)C=CC=C2)Br